ClC1=CC(=NC=C1C(=O)N(C)OC)Cl 4,6-dichloro-N-methoxy-N-methylnicotinamide